ClC=1C=C(C=CC1F)C(N1C[C@@H](N(C[C@H]1C)C=1C=2N=C(N(C2N2C(N1)=NN=C2)C[C@H]2OCCC2)C)C)C2=CC=C(C=C2)Cl ((2S,5R)-4-((3-Chloro-4-fluorophenyl)(4-chlorophenyl)methyl)-2,5-dimethylpiperazin-1-yl)-2-methyl-1-(((S)-tetrahydrofuran-2-yl)methyl)-1H-[1,2,4]triazolo[3,4-b]purine